3-((2,2-dimethyl-1,3-dioxan-5-yl)methoxy)-2,2-bis(((2,2-dimethyl-1,3-dioxan-5-yl)methoxy)methyl)propan-1-amine CC1(OCC(CO1)COCC(CN)(COCC1COC(OC1)(C)C)COCC1COC(OC1)(C)C)C